C1(CCCC1)=CC1=CC=CC=C1 (cyclopentylidenemethyl)benzene